[I-].CN1C(C(C2=CC=C3C(=C12)C=CC=C3)(C)C)C 1,2,3,3-tetramethyl-benzindole iodide